trihydroxypyron OC=1C(=C(C(OC1)=O)O)O